N-(2,6-difluorobenzoyl)-N'-(3-trifluoromethylphenyl)urea FC1=C(C(=O)NC(=O)NC2=CC(=CC=C2)C(F)(F)F)C(=CC=C1)F